CC1=NC2=CC=CC=C2C(=N1)OCCCN1CC(CC1)(O)C1=CC=CC=C1 1-(3-((2-methylquinazolin-4-yl)oxy)propyl)-3-phenylpyrrolidin-3-ol